OCCNC(=O)C=1SC(=CC1OCC)C1=NC=NC(=C1)NCCN1C(=CC2=C(C=CC(=C12)F)OC)C#N 5-{6-[2-(2-Cyano-7-fluoro-4-methoxy-indol-1-yl)-ethylamino]-pyrimidin-4-yl}-3-ethoxy-thiophene-2-carboxylic acid (2-hydroxy-ethyl)-amide